N-(3-chlorophenyl)-5,5-difluoro-1-(3-fluoro-5-(pyridin-4-yl)benzoyl)piperidine-3-carboxamide ClC=1C=C(C=CC1)NC(=O)C1CN(CC(C1)(F)F)C(C1=CC(=CC(=C1)C1=CC=NC=C1)F)=O